[Si](C)(C)(C(C)(C)C)OCCN1CC2(C1)CCN(CC2)C2=C(C=CC(=C2Cl)Cl)O 2-(2-(2-((tert-butyldimethylsilyl)oxy)ethyl)-2,7-diazaspiro[3.5]nonan-7-yl)-3,4-dichlorophenol